OCC1OC2=C(OC1)C=CC(=C2N2CCNCC2)CO 3,6-bis(hydroxymethyl)-5-(piperazin-1-yl)-2,3-dihydro-1,4-benzodioxine